Cl.CC1=CC(=C(C=C1)C=1C=C2C(=NNC2=CC1)NC(=O)[C@H]1CNCCC1)C(F)(F)F (3R)-N-{5-[4-methyl-2-(trifluoromethyl)phenyl]-1H-indazol-3-yl}piperidine-3-carboxamide hydrochloride